C(C)(=O)OC(C(=O)OC(C)C)(C)C isopropyl α-acetoxyisobutyrate